COC1C(=[N+](OC1(C)C)[O-])C1[C@H]2CN(C[C@@H]12)C(=O)OC(C)(C)C tert-butyl {1R,5S,6r}-6-(4-methoxy-5,5-dimethyl-2-oxido-4,5-dihydro-1,2-oxazol-3-yl)-3-azabicyclo[3.1.0]hexane-3-carboxylate